1-(1,3-benzodioxol-5-yl)-2-butanamine O1COC2=C1C=CC(=C2)CC(CC)N